C(C)(C)(C)OC(=O)N1CCN(CC1)C1=CC=C(C=C1)N 4-(4-amino-phenyl)-piperazine-1-carboxylic acid tert-butyl ester